C(#N)C=1C=C(C=CC1F)NC(=O)C1=C(C(=C(N1C)C)C(C(=O)O)=O)C 2-(5-((3-cyano-4-fluorophenyl)carbamoyl)-1,2,4-trimethyl-1H-pyrrol-3-yl)-2-oxoacetic acid